C(C(=O)[C@@H](C(=O)O)O)O The molecule is a ketoaldonic acid that is butyric acid carrying an oxo substituent at position 3 as well as two hydroxy substituents at positions 2 and 4 (the S-enantiomer). It is a ketoaldonic acid, a dihydroxy monocarboxylic acid and a 3-oxo monocarboxylic acid. It derives from a butyric acid. It is a conjugate acid of a (S)-2,4-dihydroxy-3-oxobutanoate. It is an enantiomer of a (R)-2,4-dihydroxy-3-oxobutanoic acid.